ClC1=CC=C(C(=N1)C(=O)N)OC(C)C=1C(=C(C=C2C(C(=C(OC12)C=1C=NC=CC1)C)=O)C)Cl 6-chloro-3-[1-[7-chloro-3,6-dimethyl-4-oxo-2-(3-pyridyl)chromen-8-yl]ethoxy]pyridine-2-carboxamide